CC(C#N)(C)C1=CNC2=NC=C(C=C21)C=2C=C1CCOCC1=C(C2)[C@H]2NCCC2 (S)-2-methyl-2-(5-(8-(pyrrolidin-2-yl)isochroman-6-yl)-1H-pyrrolo[2,3-b]pyridin-3-yl)propanenitrile